CN1N=C2C(=CC(=CC2=C1)C1=CC2=C(C=N1)N=C(S2)N(C2CC(NC(C2)(C)C)(C)C)C)C 6-(2,7-Dimethyl-2H-indazol-5-yl)-N-methyl-N-(2,2,6,6-tetramethylpiperidin-4-yl)[1,3]thiazolo[4,5-c]pyridin-2-amin